1,4-bis{[2-(4-hydroxyphenyl)ethyl]amino}anthracene-9,10-quinone OC1=CC=C(C=C1)CCNC1=CC=C(C=2C(C3=CC=CC=C3C(C12)=O)=O)NCCC1=CC=C(C=C1)O